3-(5-[3-[2-(2-Hydroxyethoxy)eth-oxy]prop-1-yn-1-yl]-3-methyl-2-oxo-2,3-dihydro-1H-1,3-benzodiazol-1-yl)-1-methylpiperidine-2,6-dione OCCOCCOCC#CC1=CC2=C(N(C(N2C)=O)C2C(N(C(CC2)=O)C)=O)C=C1